N-(4-((2,3-Dihydro-1H-inden-5-yl)amino)-2-(naphthalen-2-yl)quinazolin-6-yl)-4-methylbenzamide C1CCC2=CC(=CC=C12)NC1=NC(=NC2=CC=C(C=C12)NC(C1=CC=C(C=C1)C)=O)C1=CC2=CC=CC=C2C=C1